tert-butyl (3-((5-(methyl(phenyl)carbamoyl)-2-(methylthio)pyrimidin-4-yl)amino)phenyl)carbamate CN(C(=O)C=1C(=NC(=NC1)SC)NC=1C=C(C=CC1)NC(OC(C)(C)C)=O)C1=CC=CC=C1